OC(CCN1C(N(C2=C1C=C(C=C2)[N+](=O)[O-])C[C@@H](C)O)=O)(C)C (R)-3-(3-hydroxy-3-methylbutyl)-1-(2-hydroxypropyl)-5-nitro-1H-benzo[d]imidazol-2(3H)-one